NC=1N(N=C2CN(CCC21)C(=O)C2=CC=CC=C2)C(=O)C2CCNC1=CC=CC=C21 (3-amino-2-(1,2,3,4-tetrahydroquinoline-4-carbonyl)-4,5-dihydro-2H-pyrazolo[3,4-c]pyridin-6(7H)-yl)(phenyl)meth-anone